3,6-diazabicyclo[3.2.1]Octane-6-carboxylic acid tert-butyl ester C(C)(C)(C)OC(=O)N1C2CNCC(C1)C2